bis(5-diethylcarbamoyloxy-2,4-dimethylphenyl) tetrasulfide C(C)N(C(=O)OC=1C(=CC(=C(C1)SSSSC1=C(C=C(C(=C1)OC(N(CC)CC)=O)C)C)C)C)CC